C(C1=CC=CC=C1)N1C(CC(CC1)(O)C=1C=C2C(N(C(C2=CC1)=O)C1C(NC(CC1)=O)=O)=O)(C)C 5-(1-benzyl-4-hydroxy-2,2-dimethylpiperidin-4-yl)-2-(2,6-dioxopiperidin-3-yl)isoindoline-1,3-dione